3-hydroxy-3-(2-oxo-2-(2-hydroxyphenyl)ethyl)indol-2-one OC1(C(NC2=CC=CC=C12)=O)CC(C1=C(C=CC=C1)O)=O